Cl.N1CC(CC1)OCC(=O)OCC Ethyl 2-(pyrrolidin-3-yloxy)acetate, hydrochloride